CC1(CCCCC1)C(O)C=1C2=C(C=C3C=NNC13)CCC2 (1-methylcyclohexyl)(1,5,6,7-tetrahydrocyclopenta[f]indazol-8-yl)methanol